benzodiazepine-4,7(6H)-dione N=1N=CC(C=C2C1C=CC(C2)=O)=O